COC=1C=C(CCC2=CC=C3C=CN(C3=C2)CCOC2OCCCC2)C=CC1 6-(3-Methoxyphenethyl)-1-(2-((tetrahydro-2H-pyran-2-yl)oxy)ethyl)-1H-indole